3-bromo-N,4-dimethyl-benzamide BrC=1C=C(C(=O)NC)C=CC1C